CC1(OB(OC1(C)C)C1=CC=C(S1)C=1SC(=CC1)B1OC(C(O1)(C)C)(C)C)C 5,5'-bis(4,4,5,5-tetramethyl-1,3,2-dioxaborolan-2-yl)-2,2'-bithiophene